2-thiazolidinethione S1C(NCC1)=S